p-vinyl-phenol C(=C)C1=CC=C(C=C1)O